propyne tosylate S(=O)(=O)(O)C1=CC=C(C)C=C1.C#CC